6-(3-(4,4-difluoro-4-(2-methoxypyridin-4-yl)butyryl)-3,8-diazabicyclo[3.2.1]oct-8-yl)nicotinonitrile FC(CCC(=O)N1CC2CCC(C1)N2C2=NC=C(C#N)C=C2)(C2=CC(=NC=C2)OC)F